C(C)(C)(C)OC(=O)N1C=C(C2=CC(=CC=C12)B1OC(C(O1)(C)C)(C)C)NC(C)=O.O1CCC(CC1)C(=O)C1=CC2=CC=CC=C2C=C1 2-(tetrahydro-2H-pyran-4-carbonyl)naphthalene tert-butyl-3-acetamido-5-(4,4,5,5-tetramethyl-1,3,2-dioxaborolan-2-yl)indole-1-carboxylate